C(C)(C)(C)OC(=O)N1CC(C1)C=1OC=CN1 3-(oxazol-2-yl)azetidine-1-carboxylic acid tert-butyl ester